N1=CC=NC2=C3C(=C4C(=C12)C=CC=C4)C=CC=C3 Dibenzo[f,h]Quinoxaline